CC1=C(C(=CC=C1)C)C1=CC(=CC=C1)[C@H](CC(=O)O)NC(C(CC(C)C)N1C(C=CC(=C1)CN1CC(C1)F)=O)=O (3S)-3-(2',6'-dimethyl-[1,1'-biphenyl]-3-yl)-3-(2-(5-((3-fluoroazetidin-yl)methyl)-2-oxopyridin-1(2H)-yl)-4-methylpentanamido)propanoic acid